C(CCCCCCCCCCCCCCC)[NH+](CCCCCCCCCCCCCCCCCC)C (hexadecyl)(methyl)octadecylammonium